ImidazoIsoindole N1=CN=C2C=CC3=CN=CC3=C21